C1=CC=C(C(=C1)C(=O)[O-])Cl The molecule is a chlorobenzoate carrying the chloro group at position 2. It has a role as a plant metabolite. It is a chlorobenzoate and a 2-halobenzoate. It is a conjugate base of a 2-chlorobenzoic acid.